NC1=NC2=CC=C(C=C2C=C1C)C(=O)N(N(C)C1=NC=CC=C1C(F)F)CC1=NC=C(C=C1)C(F)(F)F 2-amino-N'-(3-(difluoromethyl)pyridin-2-yl)-N',3-dimethyl-N-((5-(trifluoromethyl)pyridin-2-yl)methyl)quinoline-6-carbohydrazide